COC=1C(=C(OC2=CC=C(C=C2)C=2N=C(N3C2C=NC=C3)[C@H]3N(CCC3)C(C=C)=O)C=CC1)C (S)-1-(2-(1-(4-(3-methoxy-2-methylphenoxy)phenyl)imidazo[1,5-a]pyrazin-3-yl)pyrrolidin-1-yl)prop-2-en-1-one